di-(2-ethylhexyl)-peroxydicarbonate C(C)C(COC(=O)OOC(=O)OCC(CCCC)CC)CCCC